NC1=NNC2=CC=C(C=C12)NC(=O)C=1C(=NC2=CC=CC=C2C1)N1CCC(CCC1)(F)F N-(3-amino-1H-indazol-5-yl)-2-(4,4-difluoroazepan-1-yl)quinoline-3-carboxamide